(S)-5-(2-((5,6-diethyl-2,3-dihydro-1H-inden-2-yl)amino)-1-hydroxyethyl)-8-(2-morpholinoethoxy)quinolin-2(1H)-one C(C)C=1C=C2CC(CC2=CC1CC)NC[C@@H](O)C1=C2C=CC(NC2=C(C=C1)OCCN1CCOCC1)=O